C1(CC1)C1=C(C(=NO1)C1=C(C=NC=C1Cl)Cl)C1=CC2(C1)CCN(CC2)C=2SC1=C(N2)C(=CC(=C1)C(=O)NS(N)(=O)=O)F 2-(2-(5-cyclopropyl-3-(3,5-dichloropyridin-4-yl)isoxazol-4-yl)-7-azaspiro[3.5]non-1-en-7-yl)-4-fluoro-N-sulfamoylbenzo[d]thiazole-6-carboxamide